IC=1C=C(C[C@@H](N)C(=O)O)C=C(C1O)I 3,5-diiodo-D-tyrosine